1-((2R)-2-((4-(3,8-diazabicyclo[3.2.1]octan-3-yl)-6-chloro-8-fluoro-7-(3-hydroxynaphthalen-1-yl)quinazolin-2-yl)oxy)propyl)piperidin-4-ol C12CN(CC(CC1)N2)C2=NC(=NC1=C(C(=C(C=C21)Cl)C2=CC(=CC1=CC=CC=C21)O)F)O[C@@H](CN2CCC(CC2)O)C